COC(CCCCCCOC1=CC(OC2=CC=CC=C12)=O)=O 7-((coumarin-4-yl)oxy)heptanoic acid methyl ester